COC1=CC=C(C=C1)N1N=NN=C1C=1C(=NC(=NC1)N)C1=CC=CC=C1 5-[1-(4-methoxyphenyl)(1,2,3,4-tetraazol-5-yl)]-4-phenylpyrimidine-2-ylamine